3-{4-[(3S)-3-aminopyrrolidin-1-yl]-5-(4-ethyl-1H-1,3-benzodiazol-2-yl)pyridin-3-yl}benzonitrile N[C@@H]1CN(CC1)C1=C(C=NC=C1C1=NC2=C(N1)C=CC=C2CC)C=2C=C(C#N)C=CC2